BrC1=C2C=3CCCCC3C=CC2=CC(=C1)OCOC 5-bromo-7-(methoxymethoxy)-1,2,3,4-tetrahydrophenanthrene